NC1=C(C=CC(=C1)NCC1=CC=C(C=C1)C(F)(F)F)NC(COCCOC)=O N-(2-amino-4-((4-(trifluoromethyl)benzyl)amino)phenyl)-2-(2-methoxyethoxy)acetamide